C(C1=CC=CC=C1)C12C3=C(C(CC1)C2)C(NC3=O)=O benzyl-exo-norbornene-2,3-dicarboximide